ClC1=CC2=C(N(C(N=C2N2CC3C(C2)CN(C3)C(=O)[O-])=O)C=3C(=NC=CC3C)C(C)C)N=C1Cl 5-(6,7-Dichloro-1-(2-isopropyl-4-methylpyridin-3-yl)-2-oxo-1,2-dihydropyrido[2,3-d]pyrimidin-4-yl)hexahydropyrrolo[3,4-c]pyrrole-2(1H)-carboxylate